C(C1=CC=CC=C1)N1C(C2=C(C=3C=CC=NC13)CCN(C2)CC2=CC=C(C=C2)CC)=O 6-benzyl-3-(4-ethylbenzyl)-2,3,4,6-tetrahydropyrido[3,4-c][1,8]naphthyridine-5(1H)-one